C1(=CC=CC=C1)N1C(C2=C(CC1)C(=NN2C=2C=NN(C2)COC)C(=O)NC2=CC(=CC=C2)\C(\N)=N/O)=O (E)-6-phenyl-N-[3-(N'-hydroxycarbamimidoyl)phenyl]-1-[1-(methoxymethyl)-1H-pyrazol-4-yl]-7-oxo-4,5,6,7-tetrahydro-1H-pyrazolo[3,4-c]pyridine-3-carboxamide